(3R,4R)-1-(4-(4-((6-((1-acryloylpiperidin-4-yl)amino)-7-methoxyquinazolin-4-yl)amino)-3-fluorophenoxy)pyridin-2-yl)-4-hydroxypyrrolidine-3-carbonitrile C(C=C)(=O)N1CCC(CC1)NC=1C=C2C(=NC=NC2=CC1OC)NC1=C(C=C(OC2=CC(=NC=C2)N2C[C@@H]([C@H](C2)O)C#N)C=C1)F